C(C1=CC=CC=C1)(=O)C(C(=O)C1=CC=CC=C1)CC(=O)C1=C(C2=C(OCCO2)C(=C1)OC)OC 2-benzoyl-4-(5,8-dimethoxy-2,3-dihydrobenzo[b][1,4]dioxin-6-yl)-1-phenylbutane-1,4-dione